7-((4-(2,4-difluorophenyl)piperazin-1-yl)methyl)-3-ethylpyrido[3,2-d]pyrimidine-2,4(1H,3H)-dione FC1=C(C=CC(=C1)F)N1CCN(CC1)CC1=CC=2NC(N(C(C2N=C1)=O)CC)=O